ClC=1C(=NC(=NC1)N[C@@H]1CC[C@H](CC1)O)C1=CC=C2CN(C(C2=C1)=O)[C@@H](C(=O)N[C@H](C)C1=NC(=CC=C1)N1CCN(CC1)C)C (2R)-2-[6-(5-chloro-2-{[trans-4-hydroxycyclohexyl]amino}pyrimidin-4-yl)-1-oxo-2,3-dihydro-1H-isoindol-2-yl]-N-[(1R)-1-[6-(4-methylpiperazin-1-yl)pyridin-2-yl]ethyl]propanamide